L-1-methoxy-5-methylphenazine dimethyl-sulfate COS(=O)(=O)OC.COC1=CC=CC=2N(C3=CC=CC=C3NC12)C